N-(4-(7-(2-cyano-3-methylbut-2-enamido)-1H-indol-3-yl)pyridin-2-yl)cyclopropanecarboxamide C(#N)C(C(=O)NC=1C=CC=C2C(=CNC12)C1=CC(=NC=C1)NC(=O)C1CC1)=C(C)C